1-(5-(4-((4-(1H-pyrazol-4-yl)phenyl)amino)-6,7-dihydro-5H-pyrrolo[3,4-d]pyrimidin-2-yl)isoindolin-2-yl)-2-hydroxypropan-1-one N1N=CC(=C1)C1=CC=C(C=C1)NC=1C2=C(N=C(N1)C=1C=C3CN(CC3=CC1)C(C(C)O)=O)CNC2